4-[3-fluoro-5-methoxy-4-(4-piperidylmethyl)phenyl]-2-methyl-2,7-naphthyridin-1-one hydrochloride Cl.FC=1C=C(C=C(C1CC1CCNCC1)OC)C1=CN(C(C2=CN=CC=C12)=O)C